2-methyl-1,3-thiazole-5-carbonitrile CC=1SC(=CN1)C#N